BrC1=C(C=C(C(=C1)I)F)OC 1-BROMO-4-FLUORO-5-IODO-2-METHOXYBENZENE